COC=1C=C(C(=O)N(C)C2=C(C3=C(S2)CCCC3)C(=O)OCC)C=C(C1OC)OC ethyl 2-(3,4,5-trimethoxy-N-methylbenzamido)-4,5,6,7-tetrahydrobenzo[b]thiophene-3-carboxylate